((2-(cyanomethyl)phenyl)amino)-3-((7-methoxy-1,2,3,4-tetrahydroisoquinolin-6-yl)amino)-1,2,4-triazine-6-carboxamide C(#N)CC1=C(C=CC=C1)NC=1N=C(N=NC1C(=O)N)NC=1C=C2CCNCC2=CC1OC